C(CCC)C=1N=C2N(C=C(C=C2)OC\C(\CNC(OC(C)(C)C)=O)=C\F)C1 tert-butyl (E)-(2-(((2-butylimidazo[1,2-a]pyridin-6-yl)oxy)methyl)-3-fluoroallyl)carbamate